16-Methyl-1-heptadecanol CC(CCCCCCCCCCCCCCCO)C